BrC=1C=CC(=C2CN(C(C12)=O)C1C(NC(CC1)=O)=O)C1=CC=CC=C1 3-(7-bromo-1-oxo-4-phenylisoindolin-2-yl)piperidine-2,6-dione